5-chloro-2-(2-fluoro-4-pyridinyl)-4-[methyl-(tetrahydropyran-4-yl)amino]-1H-pyrimidin-6-one ClC1=C(N=C(NC1=O)C1=CC(=NC=C1)F)N(C1CCOCC1)C